[Na].CN(C)C methyl-dimethylamine sodium